BrC=1C=C(C=2N(C1)N=CC2)O[C@H]2CCN(CCC2)C(=O)OC(C)(C)C tert-butyl (4R)-4-(6-bromopyrazolo[1,5-a]pyridin-4-yl)oxyazepane-1-carboxylate